(E)-N'-cyano-N-((1,2,3,5,6,7-hexahydro-s-indacen-4-yl)carbamoyl)-2-((S)-1-isobutyl-2-methylpyrrolidin-2-yl)ethene-1-sulfonimidamide C(#N)N=S(=O)(NC(NC1=C2CCCC2=CC=2CCCC12)=O)\C=C\[C@]1(N(CCC1)CC(C)C)C